(S)-3-(5-(1,3-dioxolan-2-yl)pyridin-3-yl)-3-(5-(2-(5,6,7,8-tetrahydro-1,8-naphthyridin-2-yl)ethoxy)-1H-indazol-1-yl)propionic acid O1C(OCC1)C=1C=C(C=NC1)[C@H](CC(=O)O)N1N=CC2=CC(=CC=C12)OCCC1=NC=2NCCCC2C=C1